ClCS(=O)(=O)C1N(CC1)NCC1=CC=C(C=C1)OC chloromethylsulfonyl-[(4-methoxyphenyl)methyl-amino]azetidine